ClC1=C(C=CC(=C1)F)C1(CC1)C1=NOC(=N1)C1=NN(C(=C1)C(F)F)CC(=O)NC1=CC=CC=C1 2-(3-(3-(1-(2-chloro-4-fluorophenyl)cyclopropyl)-1,2,4-oxadiazol-5-yl)-5-(difluoromethyl)-1H-pyrazol-1-yl)-N-phenylacetamide